lanthanum nickel oxide lanthanum calcium aluminum manganese [Mn].[Al].[Ca].[La].[Ni]=O.[La]